C(CCCCCCC)C1=C(C=CC=C1)C=1N=NNC1CCCCCCCCCCCC octyl-dodecylphenyl-triazole